1-(4-methylthiophenyl)butan-2-one CSC1=CC=C(C=C1)CC(CC)=O